benzyl 4-((tert-butylsulfinyl)imino)piperidine-1-carboxylate C(C)(C)(C)S(=O)N=C1CCN(CC1)C(=O)OCC1=CC=CC=C1